CN(C1=CC=C(C=C1)/C=C/C(=O)C1=C(C=C(C=C1)OC)OC1=CC(=C(C(=C1)OC)OC)OC)C (E)-3-(4-dimethylaminophenyl)-1-(4-methoxy-2-(3,4,5-trimethoxyphenoxy)phenyl)prop-2-en-1-one